2-chloro-5-((R)-3-methyl-10-oxo-9-((S*)-1-(3-(trifluoromethyl)phenyl)ethyl)-1,2,3,4,7,8,9,10-octahydropyrido[4',3':3,4]pyrazolo[1,5-a]pyrazine-2-carbonyl)benzonitrile ClC1=C(C#N)C=C(C=C1)C(=O)N1CC=2C(=NN3C2C(N(CC3)[C@@H](C)C3=CC(=CC=C3)C(F)(F)F)=O)C[C@H]1C |o1:22|